ClC1=NC=2CC(N(CC2C=C1)C(=O)OC(C)(C)C)CCCC1=CC=CC=C1 tert-butyl 2-chloro-7-(3-phenylpropyl)-7,8-dihydro-1,6-naphthyridine-6(5H)-carboxylate